[C@H]12[C@H](NC[C@@H]2C1)C(=O)N1CCC(CC1)C(=O)C1=C(N(C2=CN=CC=C21)C2=C(C(=O)N([C@@H](C(F)(F)F)C)C(C)C)C=C(C=C2)F)C 2-(3-(1-((1S,2S,5R)-3-Azabicyclo[3.1.0]hexane-2-carbonyl)piperidine-4-carbonyl)-2-methyl-1H-pyrrolo[2,3-c]pyridin-1-yl)-5-fluoro-N-isopropyl-N-((R)-1,1,1-trifluoropropan-2-yl)benzamide